C(C1=CC=CC=C1)(=O)C1C(N(CCC1=O)C1CC1)=O 3-benzoyl-1-cyclopropylpiperidine-2,4-dione